(R)-(4-((1-(3-amino-5-(trifluoromethyl)phenyl)ethyl)amino)-2-methyl-6-(methylamino)quinazoline-7-yl)(azetidine-1-yl)methanone NC=1C=C(C=C(C1)C(F)(F)F)[C@@H](C)NC1=NC(=NC2=CC(=C(C=C12)NC)C(=O)N1CCC1)C